2-Oxopropane-1,3-diyl dipentanoate C(CCCC)(=O)OCC(COC(CCCC)=O)=O